CC=1C(=NON1)CC(=O)N1CCC(CC1)C1=NOC(=N1)C1=CC=NC=C1 2-(4-methyl-1,2,5-oxadiazol-3-yl)-1-(4-(5-(pyridin-4-yl)-1,2,4-oxadiazol-3-yl)piperidin-1-yl)ethan-1-one